1-[2-cyano-4-(trifluoromethyl)phenyl]-4-[4-(2-ethoxypyridin-3-yl)phenyl]-N-[(3R)-pyrrolidin-3-yl]piperidine-4-carboxamide C(#N)C1=C(C=CC(=C1)C(F)(F)F)N1CCC(CC1)(C(=O)N[C@H]1CNCC1)C1=CC=C(C=C1)C=1C(=NC=CC1)OCC